6-methyl-2-(1-methyl-1H-pyrazol-4-yl)-4-(1-phenylethyl)-1-toluenesulfonyl-1,6-dihydro-7H-pyrrolo[2,3-c]pyridin-7-one CN1C(C2=C(C(=C1)C(C)C1=CC=CC=C1)C=C(N2S(=O)(=O)CC2=CC=CC=C2)C=2C=NN(C2)C)=O